NC=1C2=C(N=CN1)N(C(=C2C2=CC(=C(C=C2)OC2=CC=CC=C2)OC)C#CC2CN(C2)C2C[C@H](N(CC2)C(C=C)=O)CO)C 1-((2S)-4-(3-((4-amino-5-(3-methoxy-4-phenoxyphenyl)-7-methyl-7H-pyrrolo[2,3-d]pyrimidin-6-yl)ethynyl)azetidin-1-yl)-2-(hydroxymethyl)piperidin-1-yl)prop-2-en-1-one